8-isopropylquinoxaline-5-carboxylic acid C(C)(C)C1=CC=C(C=2N=CC=NC12)C(=O)O